2-(2-(1-benzyl-4,4-difluoro-5-methylpiperidin-3-yl)-2-methylpropyl)isoindoline-1,3-dione C(C1=CC=CC=C1)N1CC(C(C(C1)C)(F)F)C(CN1C(C2=CC=CC=C2C1=O)=O)(C)C